NC(CCC(=O)O)(C)P(=O)CO 4-amino-4-(hydroxymethylphosphinyl)-4-methylbutanoic acid